ClC=1C=CC(=C(C1)NC(C(=O)NC1(NC2=CC=CC=C2C1NC(CCC1=CC=C(C=C1)NC(=O)N1CCC(CC1)N(C)C)=O)C(=O)[O-])=O)N1N=NN=C1 2-(2-((5-chloro-2-(1H-tetrazol-1-yl) phenyl) amino)-2-oxoacetylamino)-3-(4-(4-(dimethylamino) piperidine-1-carboxamido) phenylpropionamido)-1H-indole-2-carboxylate